SC[C@@H]1C[C@@H](NC1)CONC(=O)[C@H]1N2C(N([C@H](CC1)C2)OS(=O)(=O)O)=O (2S,5R)-N-{[(2R,4R)-4-Mercaptomethyl-pyrrolidin-2-yl]methyloxy}-7-oxo-6-(sulfooxy)-1,6-diazabicyclo[3.2.1]octane-2-carboxamide